NC1=NC=CN1C 2-amino-3-methylimidazole